N1N=NN=C1C=1C=C(C=CC1)C(=O)N1N=C(CC1C=1C(=NN(C1)C1=CC=CC=C1)C1=CC=C(C=C1)C)C1=CC=C(C=C1)OC (3-(1H-tetrazol-5-yl)phenyl)(5-(4-methoxyphenyl)-1'-phenyl-3'-(p-tolyl)-3,4-dihydro-1'H,2H-[3,4'-bipyrazol]-2-yl)methanone